COCC(CC)(CC)COC 3,3-dimethoxymethylpentane